C(C)(C)(C)OC(=O)NCCOC=1C=C(C=CC1)C1=CC=C2C(=CC=NC2=C1)C(=O)[O-] 7-(3-(2-((tert-butoxycarbonyl)amino)ethoxy)phenyl)quinoline-4-carboxylate